N-(1-{4-[(3S)-2,3-dihydro[1,4]dioxino[2,3-b]pyridin-3-yl]benzyl}piperidin-4-yl)acetamide O1C[C@@H](OC2=NC=CC=C21)C2=CC=C(CN1CCC(CC1)NC(C)=O)C=C2